1-(4-hydroxy-6-methoxypyrimidin-5-yl)ethan-1-one OC1=NC=NC(=C1C(C)=O)OC